(9,9-bis(4-(diphenylamino)phenyl)-9H-fluoren-2,7-diyl)bis(N1-(4-methoxyphenyl)benzene-1,4-diamine) C1(=CC=CC=C1)N(C1=CC=C(C=C1)C1(C2=CC(=CC=C2C=2C=CC(=CC12)C1=C(C=CC(=C1)N)NC1=CC=C(C=C1)OC)C1=C(C=CC(=C1)N)NC1=CC=C(C=C1)OC)C1=CC=C(C=C1)N(C1=CC=CC=C1)C1=CC=CC=C1)C1=CC=CC=C1